BrC1=CC=C(C=C1)C1=CC=C(N1C1=C(C=CC=C1)C(F)(F)F)C=1C=C(C(=O)NCCN(C)C)C=CC1 3-[5-(4-bromophenyl)-1-[2-(trifluoromethyl)phenyl]pyrrol-2-yl]-N-[2-(dimethylamino)ethyl]benzamide